2-Ethyloctan C(C)C(C)CCCCCC